3-(7,7-difluoro-2-((2S,3R)-3-hydroxy-2-methylazetidin-1-yl)-6,7-dihydro-5H-cyclopenta[d]pyrimidin-4-yl)benzenesulfonamide FC1(CCC2=C1N=C(N=C2C=2C=C(C=CC2)S(=O)(=O)N)N2[C@H]([C@@H](C2)O)C)F